C1(=CC=CC2=CC=CC=C12)C[N+]1=C(C=CC=C1)C#N 1-(naphthyl-methyl)-2-cyanopyridinium